[8-[(1R,4R)-2,5-diazabicyclo[2.2.1]Hept-2-yl]Imidazo[1,2-a]Pyridin-3-yl]Hexahydropyrimidine-2,4-dione [C@H]12N(C[C@H](NC1)C2)C=2C=1N(C=CC2)C(=CN1)N1C(NC(CC1)=O)=O